5-(4-(propanoyl)benzoyl)amino-3-(1-pentyl-1,2,3,6-tetrahydropyridin-4-yl)-1H-indole C(CC)(=O)C1=CC=C(C(=O)NC=2C=C3C(=CNC3=CC2)C=2CCN(CC2)CCCCC)C=C1